1-ethyl-4-((4-methoxyphenyl)ethynyl)benzene C(C)C1=CC=C(C=C1)C#CC1=CC=C(C=C1)OC